(6-{5-chloro-2-[(oxacyclohex-4-yl)amino]pyrimidin-4-yl}-1-oxo-2,3-dihydro-1H-isoindol-2-yl)-N-[1-(hydroxymethyl)-6-methoxy-2,3-dihydro-1H-inden-1-yl]acetamide ClC=1C(=NC(=NC1)NC1CCOCC1)C1=CC=C2CN(C(C2=C1)=O)CC(=O)NC1(CCC2=CC=C(C=C12)OC)CO